ClC=1C(=NC=C(C1)C(F)(F)F)CNC(C1=C(C(=C(C(=C1F)F)OC)F)F)=O N-{[3-chloro-5-(trifluoromethyl)-2-pyridyl]methyl}-2,3,5,6-tetrafluoro-4-methoxybenzamide